5-(3-(ethoxycarbonyl)piperidin-1-yl)-2-methoxybenzoic acid C(C)OC(=O)C1CN(CCC1)C=1C=CC(=C(C(=O)O)C1)OC